C(C)(C)(C)OC(=O)N[C@H](C(C#N)NC1=C(C=C(C=C1)C1=CC(=CC=C1)N1CCCC1)C(=O)OC)CC1=CNC2=CC=CC=C12 methyl 4-(((2S)-2-((tert-butoxycarbonyl)amino)-1-cyano-3-(1H-indol-3-yl)propyl)amino)-3'-(pyrrolidin-1-yl)-[1,1'-biphenyl]-3-carboxylate